6'-(((1S,3S)-3-((1-(cyclopropylmethyl)-1H-1,2,4-triazol-3-yl)amino)cyclopentyl)amino)-2H-[1,3'-bipyridine]-2-one C1(CC1)CN1N=C(N=C1)N[C@@H]1C[C@H](CC1)NC1=CC=C(C=N1)N1C(C=CC=C1)=O